(1S,2R)-6'-chloro-2',3'-dihydrospiro[cyclopropane-1,1'-indene]-2-carboxylic acid ethyl ester C(C)OC(=O)[C@@H]1C[C@@]12CCC1=CC=C(C=C21)Cl